FC=1C(=NC=CC1)N1C(C2=CC=C(C=C2C=N1)C1=CC(=CC=C1)OC)=O 2-(3-fluoropyridin-2-yl)-6-(3-methoxyphenyl)phthalazin-1(2H)-one